F[B-](F)(F)F.C(CCCCC)N1CN(C=C1)C L-1-hexyl-3-methylimidazole tetrafluoroborate